(E)-1-(2,4-Dibutoxy-6-hydroxyphenyl)-3-(3,4-dibutoxyphenyl)prop-2-en-1-one C(CCC)OC1=C(C(=CC(=C1)OCCCC)O)C(\C=C\C1=CC(=C(C=C1)OCCCC)OCCCC)=O